NC(=O)[C@H](O)[C@@H](O)[C@H](O)[C@H](O)C(O)N 1,6-Diaminoglucose